3-(p-Methoxyphenyl)-4-(1-{[p-(trifluoromethyl)phenyl]methyl}-1H-pyrazol-4-yl)-2-pyridylamine COC1=CC=C(C=C1)C=1C(=NC=CC1C=1C=NN(C1)CC1=CC=C(C=C1)C(F)(F)F)N